ClC1=C(C=C2C=C(N=CC2=C1)NC(=O)C1C(C1)C#N)C1CCN(CC1)C1(COC1)C N-(7-chloro-6-(1-(3-methyloxetan-3-yl)piperidin-4-yl)isoquinolin-3-yl)-2-cyanocyclopropane-1-carboxamide